(trifluoromethyl)thieno[3,2-d]pyrimidine-2,4(1h,3h)-dione FC(F)(F)N1C(NC(C2=C1C=CS2)=O)=O